NC1=C(C=CC(=C1F)NCC1=CC=C(C=C1)C(F)(F)F)NC(CC(C)(C)C)=O N-(2-Amino-3-fluoro-4-((4-(trifluoromethyl)benzyl)amino)phenyl)-3,3-dimethylbutanamid